ClC(C(C)=O)C(OCC)OCC 3-chloro-4,4-diethoxy-butan-2-one